2-(2-hydroxypropan-2-yl)thiazole OC(C)(C)C=1SC=CN1